C(C1=CC=CC=C1)OC1=CC(=C(C2=C1N(N=N2)C)C)C(CC(=O)OC(C)(C)C)C=2C=C(C1=C(C=CS1)C2)CO tert-Butyl 3-[7-(benzyloxy)-1,4-dimethyl-1H-benzotriazol-5-yl]-3-[7-(hydroxymethyl)-1-benzothiophen-5-yl]propanoate